C1(=CC=CC=C1)C1=C(N=C2C1=NC(C2=O)=O)C2=CC=CC=C2 diphenyl-pyrrolo-pyrroledione